CN(CC(=O)N1CC(C1)C=1C=C2C(=C(NC2=CC1)C=1C=C(C=2N(C1)N=CN2)C)C(C)C)C 2-(dimethylamino)-1-(3-(3-isopropyl-2-(8-methyl-[1,2,4]triazolo[1,5-a]pyridin-6-yl)-1H-indol-5-yl)azetidin-1-yl)ethanone